N[C@H](C(=O)NC=1C(=NN(C1)C(CC(F)F)C1=CC(=NNC1=O)Cl)F)C1CCC(CC1)(F)F (2S)-2-amino-N-[1-[1-(3-chloro-6-oxo-1H-pyridazin-5-yl)-3,3-difluoro-propyl]-3-fluoro-pyrazol-4-yl]-2-(4,4-difluorocyclohexyl)acetamide